BrC=1C=C(C=CC1)[C@H](C[Se]C1=CC=CC=C1)O (R)-1-(3-bromophenyl)-2-(phenylseleno)ethan-1-ol